4-[4-[[2-methyl-5-[(1S,2S,3S,4R,5S)-2,3,4-tribenzyloxy-1-methyl-6,8-dioxabicyclo[3.2.1]oct-5-yl]phenyl]methyl]phenyl]butan-1-ol CC1=C(C=C(C=C1)[C@]12[C@@H]([C@H]([C@@H]([C@](CO1)(O2)C)OCC2=CC=CC=C2)OCC2=CC=CC=C2)OCC2=CC=CC=C2)CC2=CC=C(C=C2)CCCCO